CN(C)CC1=C(C=CC(=N1)NC=1C=CC(=C2CNC(C12)=O)C1=CN=C2N1C=CC(=C2)F)N2CC(N(CC2)C)=O 7-((6-((dimethylamino)-methyl)-5-(4-methyl-3-oxopiperazin-1-yl)pyridin-2-yl)amino)-4-(7-fluoroimidazo[1,2-a]pyridin-3-yl)isoindolin-1-one